CC1(OC1(CSC1=CC=CC=C1)C1=CC=CC=C1)C1=CC=CC=C1 2-methyl-2,3-diphenyl-3-((phenylthio)methyl)oxirane